C(#N)C[C@H]1CN(CCN1)C1=CC(=NC=2CN(CCC12)C1=CC=CC2=CC=CC=C12)C(=O)O (S)-4-(3-(cyanomethyl)piperazin-1-yl)-7-(naphthalen-1-yl)-5,6,7,8-tetrahydro-1,7-naphthyridine-2-carboxylic acid